C1=CC=C2C=CC3=CC=CC=4CCC1=C2C34 10H-pyrene